C[C@@H]1CNC(C=2N1C1=C(C2)C=CC(=N1)C(=O)NC=1N=C(N(C1)C)C(NC1CCN(CC1)C)=O)=O (R)-9-methyl-N-(1-methyl-2-((1-methylpiperidin-4-yl)carbamoyl)-1H-imidazol-4-yl)-6-oxo-6,7,8,9-tetrahydropyrido[3',2':4,5]pyrrolo[1,2-a]pyrazine-2-carboxamide